tert-butyl 2-(2-fluoro-3-(methoxycarbonyl) phenyl)-1H-pyrrole-1-carboxylate FC1=C(C=CC=C1C(=O)OC)C=1N(C=CC1)C(=O)OC(C)(C)C